5,6,7,8-tetrahydrothieno[3,2-b]oxepine-8-carbaldehyde S1C=CC=2OCCCC(C21)C=O